4-[2,2-difluoroethyl-[2-[2-[1-(difluoromethyl)cyclopropyl]ethynyl]-3-fluoro-4-pyridyl]amino]-5-fluoro-1H-quinazolin-2-one FC(CN(C1=NC(NC2=CC=CC(=C12)F)=O)C1=C(C(=NC=C1)C#CC1(CC1)C(F)F)F)F